(N,N-dimethylcarbamimidoyl)-2'-deoxy-2'-fluoro-2'-C-methylcytidine CN(C(=N)[C@@]1([C@]([C@H](O)[C@@H](CO)O1)(C)F)N1C(=O)N=C(N)C=C1)C